C1(CC1)COC1=C(C=CC(=N1)C(=O)N[C@H](CO)CC(C)C)N1CCCC1 (S)-6-(cyclopropylmethoxy)-N-(1-hydroxy-4-methylpentan-2-yl)-5-(pyrrolidin-1-yl)picolinamide